BrC=1C(=NC=CC1)CC1N(C(C2=CC=CC=C12)=O)CC1=CC2=C(NC(=N2)C)C=C1 3-((3-bromopyridin-2-yl)methyl)-2-((2-methyl-1H-benzo[d]imidazol-5-yl)methyl)isoindolin-1-one